(2S)-2-[(3-hydroxy-4-methoxy-pyridine-2-carbonyl)amino]propionic acid [2-(3,5-dichloro-2-pyridinyl)-1-methyl-propyl] ester ClC=1C(=NC=C(C1)Cl)C(C(C)OC([C@H](C)NC(=O)C1=NC=CC(=C1O)OC)=O)C